C(CCCCCCCCCCCCCCCCCC)(N)(N)N nonadecanetriamine